6-chloro-7-fluoro-5-methoxy-3-(1H-pyrazol-4-yl)-2-(3-(trifluoromethyl)-1H-1,2,4-triazol-5-yl)-1H-indole ClC1=C(C=C2C(=C(NC2=C1F)C1=NC(=NN1)C(F)(F)F)C=1C=NNC1)OC